(R)-7-(2-Methylindolin-1-yl)thiazolo[5,4-d]pyrimidine-2-carboxylic acid ethyl ester C(C)OC(=O)C=1SC=2N=CN=C(C2N1)N1[C@@H](CC2=CC=CC=C12)C